CN(C1(CCC2(CN(C(N2)=O)C2=C(OCC(=O)OC)C=CC=C2)CC1)C1=CC=CC=C1)C CIS-methyl 2-(2-(8-(dimethylamino)-2-oxo-8-phenyl-1,3-diazaspiro[4.5]decan-3-yl)phenoxy)acetate